O1CCOC12CCC(CC2)CC(=O)OCC ethyl (1,4-dioxa-spiro[4.5]dec-8-yl)-acetate